1,3-diallyl-imidazole acrylic acid salt C(C=C)(=O)O.C(C=C)N1CN(C=C1)CC=C